4-(7-bromo-6-chloro-8-fluoro-2-methylsulfanyl-quinazolin-4-yl)piperazine-1-carboxylic acid tert-butyl ester C(C)(C)(C)OC(=O)N1CCN(CC1)C1=NC(=NC2=C(C(=C(C=C12)Cl)Br)F)SC